O=C1[C@H](N2CC[C@H]1C2)COP(=O)(OC2=CC=CC=C2)N[C@@H](C)C(=O)OCC2=CC=CC=C2 benzyl ((((1R,2R,4S)-3-oxo-1-azabicyclo[2.2.1]heptan-2-yl)methoxy)(phenoxy)phosphoryl)-L-alaninate